NCC1=NNC(C2=CC=C(C=C12)C1=C2C(=CN=C1)NC=C2)=O 4-(aminomethyl)-6-(1H-pyrrolo[2,3-c]-pyridin-4-yl)phthalazin-1(2H)-one